3-{5-[(1,3-dimethyl-azetidin-3-yl)-hydroxy-(4-isopropyl-phenyl)-methyl]-pyridin-3-yl}-cyclopent-2-enol CN1CC(C1)(C)C(C=1C=C(C=NC1)C1=CC(CC1)O)(C1=CC=C(C=C1)C(C)C)O